BrC=CCCC=C 1-bromo-1,5-hexadiene